zinc bis[2-pyridinthiolate] N1=C(C=CC=C1)[S-].N1=C(C=CC=C1)[S-].[Zn+2]